2-((3-(3-(oxetan-3-yl)-8,9-dihydropyrido[3',2':4,5]imidazo[1,2-a]pyrazin-7(6H)-yl)-3-oxopropoxy)methyl)azetidin O1CC(C1)C1=CC=2N=C3N(CCN(C3)C(CCOCC3NCC3)=O)C2N=C1